OCC1CCN(CC1)C1=CC=C(N=N1)C(=O)[O-].[Li+] lithium 6-(4-(hydroxymethyl)piperidin-1-yl)pyridazine-3-carboxylate